3-oxo-3-(3-(trifluoromethoxy)phenyl)propionitrile O=C(CC#N)C1=CC(=CC=C1)OC(F)(F)F